COC(=O)C1=NC(=C(C=C1S(=O)(=O)CC)C(F)(F)F)C1=CC=C(C=C1)C(F)(F)F 3-ethylsulfonyl-5-(trifluoromethyl)-6-[4-(trifluoromethyl)phenyl]Pyridine-2-carboxylic acid methyl ester